BrC1=CC=C(C=N1)C=O 6-bromopyridin-3-formaldehyde